BrC=1C(=C(C=CC1)CC1NCCC1N)F 2-[(3-bromo-2-fluorophenyl)methyl]pyrrolidin-3-amine